FC1=C(C(=CC=C1)OC)C1=NC=CC2=C1CN(C2=O)C2=NC(=CC(=C2)C)N2[C@H]1CN([C@@H](C2)C1)C 4-(2-fluoro-6-methoxyphenyl)-2-(4-methyl-6-((1r,4r)-5-methyl-2,5-diazabicyclo[2.2.1]hept-2-yl)pyridin-2-yl)-2,3-dihydro-1H-pyrrolo[3,4-c]pyridin-1-one